(5RS)-2-[(6-Methoxypyridin-3-yl)methyl]-3-oxo-2,3,5,6,7,8-hexahydro[1,2,4]triazolo[4,3-a]pyridin COC1=CC=C(C=N1)CN1N=C2N(CCCC2)C1=O